C1=CC(=CC(=C1)Cl)OC(F)(F)F m-chlorotrifluoromethoxybenzene